BrC1=CC=C2C(OC(C2=C1)=O)CC1=C(C=CC=C1)Cl 6-bromo-3-(2-chlorobenzyl)isobenzofuran-1(3H)-one